2,6-bis(tert-butyl)-9-[2-carboxy(4-cyclohexenyl)]carbonyloxyanthracene C(C)(C)(C)C1=CC2=C(C3=CC=C(C=C3C=C2C=C1)C(C)(C)C)OC(=O)C1C(CC=CC1)C(=O)O